COC(=O)C=1C=2N=C(C(=NC2C=CC1C#CC1=C(C=C(C=C1)OCC=1C(=NOC1C1CC1)C1=C(C=CC=C1Cl)Cl)Cl)C)C ((2-chloro-4-((5-cyclopropyl-3-(2,6-dichlorophenyl)isoxazol-4-yl)methoxy)phenyl)ethynyl)-2,3-dimethylquinoxaline-5-carboxylic acid methyl ester